C(C)(C)OC(C1=C(N=C(C(=C1)F)N1N=C(N(C1=O)CC)COCC1=CC=CC=C1)C=COCC)=O isopropyl-6-(3-((benzyloxy)methyl)-4-ethyl-5-oxo-4,5-dihydro-1H-1,2,4-triazol-1-yl)-2-(2-ethoxyvinyl)-5-fluoronicotinate